FC=1C=C(C=CC1OC1=CC=NC2=CC(=C(N=C12)OC(C)C)OC)NC(=O)C=1C=NC(=C(C1O)C1=C(C=C(C=C1)F)C)C N-[3-Fluoro-4-[(7-methoxy-6-propan-2-yloxy-1,5-naphthyridin-4-yl)oxy]phenyl]-5-(4-fluoro-2-methylphenyl)-4-hydroxy-6-methylpyridine-3-carboxamide